8-(2-(hydroxymethyl)-4-(trifluoromethyl)phenyl)-1,4-dioxaspiro[4.5]decan-8-ol OCC1=C(C=CC(=C1)C(F)(F)F)C1(CCC2(OCCO2)CC1)O